C(C)(C)(C)C1=C(C(=CC(=C1)C)C(C)(C)C)S 2,6-di-t-butyl-4-methylbenzenethiol